4-(6-amino-2-fluoro-9H-purin-9-yl)-N-(4-methyl-1,3-thiazol-2-yl)cyclohexanecarboxamide NC1=C2N=CN(C2=NC(=N1)F)C1CCC(CC1)C(=O)NC=1SC=C(N1)C